O[C@H](CNC(C1=CC(=CC=C1)C=1C=C2C(=NC1)NC(=C2)C2=CC=C(C=C2)F)=O)CO (R)-N-(2,3-dihydroxypropyl)-3-(2-(4-fluorophenyl)-1H-pyrrolo[2,3-b]pyridin-5-yl)benzamide